N4-(5-methyl-1H-pyrazol-3-yl)-1-(tetrahydro-2H-pyran-4-yl)-1H-pyrazolo[3,4-d]Pyrimidine-4,6-diamine CC1=CC(=NN1)NC1=C2C(=NC(=N1)N)N(N=C2)C2CCOCC2